FC1(CC2=CC=CC=C2C(C1)CC1=CC=C(C=C1)OC)F 2,2-difluoro-4-(4-methoxybenzyl)-3,4-dihydronaphthalene